The molecule is a hydroxy fatty acid ascaroside anion that is the conjugate base of oscr#28, obtained by deprotonation of the carboxy group; major species at pH 7.3. It is a conjugate base of an oscr#28. C[C@H]1[C@@H](C[C@H]([C@@H](O1)OCCCCCCCCCCCCCCCC(=O)[O-])O)O